C(C)(C)S(=O)(=O)CC1=NN=C2N1C(=CC=C2C(=O)Cl)C(F)(F)F 3-[(isopropylsulfonyl)methyl]-5-(trifluoromethyl)-[1,2,4]triazolo[4,3-a]pyridine-8-carbonyl Chloride